butanedioic acid dihydrazide C(CCC(=O)NN)(=O)NN